tert-butyl (2-((4-bromobenzyl)amino)ethyl)carbamate BrC1=CC=C(CNCCNC(OC(C)(C)C)=O)C=C1